NC1=C(C=2C(=NC(=C(N2)C=2SC=CN2)C#CC2CC2)N1C1=C(C(=CC=C1C)OC)C)C(=O)N 6-amino-3-(2-cyclopropylethynyl)-5-(3-methoxy-2,6-dimethyl-phenyl)-2-thiazol-2-yl-pyrrolo[2,3-b]pyrazine-7-carboxamide